6-((3R,4S)-3-aminotetrahydro-2H-pyran-4-yl)-7-bromo-2-chloro-N-(furan-2-ylmethyl)thieno[3,2-d]pyrimidin-4-amine N[C@H]1COCC[C@@H]1C1=C(C=2N=C(N=C(C2S1)NCC=1OC=CC1)Cl)Br